6-Fluoro-5-(piperazin-1-yl)-2,3-dihydro-1,4-benzodioxine FC1=C(C2=C(OCCO2)C=C1)N1CCNCC1